N-(2-(4-[3-(4-chloro-phenyl)prop-2-ynyloxy]-3-methoxy-phenyl)ethyl)-2-ethanesulfonylamino-3-methylbutyramide ClC1=CC=C(C=C1)C#CCOC1=C(C=C(C=C1)CCNC(C(C(C)C)NS(=O)(=O)CC)=O)OC